CN1N=C(C2=C1C(=NNC2=O)C)C 1,3,7-trimethyl-1,5-dihydro-4H-pyrazolo[3,4-d]pyridazin-4-one